(3s,6s,7r,8r)-3-[[[3-(acetyloxy)-4-methoxy-2-pyridinyl] carbonyl] amino]-6-methyl-4,9-dioxo-8-(benzyl)-1,5-dioxacyclononan-7-yl-2-methylpropionate C(C)(=O)OC=1C(=NC=CC1OC)C(=O)N[C@H]1COC([C@@H]([C@H]([C@@H](OC1=O)C)OC(C(C)C)=O)CC1=CC=CC=C1)=O